ClC=1C=C(C(=NC1NC=1C=C2C=C(C(N(C2=CC1)C)=O)OCC(=O)NC)N1CC(CC(C1)C)C(=O)O)C#N Racemic-1-[5-chloro-3-cyano-6-[[1-methyl-3-[2-(methylamino)-2-oxoethoxy]-2-oxo-6-quinolinyl]amino]-2-pyridinyl]-5-methylpiperidine-3-carboxylic acid